[NH4+].[NH4+].[SH-].[SH-].S=[Mo]=S AMMONIUM TETRATHIOMOLYBDATE